FC=1C=C2C(CCNC2=C(C1)C#N)=O 6-fluoro-4-oxo-2,3-dihydroquinoline-8-carbonitrile